2-(2,2-dimethylpyrrolidin-1-yl)-N-(4-(methylsulfonyl)but-3-en-2-yl)-4-phenoxypyrimidine-5-carboxamide CC1(N(CCC1)C1=NC=C(C(=N1)OC1=CC=CC=C1)C(=O)NC(C)C=CS(=O)(=O)C)C